FC1=C(OCCCC(=O)O)C(=CC(=C1)N1C=CC2=C(C=CC=C12)F)F 4-[2,6-difluoro-4-(4-fluoroindol-1-yl)phenoxy]butanoic acid